N-[(1R,2S)-2-(2-chloro-5-fluorophenyl)-3-oxocyclohexyl]-3-fluoro-5-(trifluoromethyl)benzamide ClC1=C(C=C(C=C1)F)[C@H]1[C@@H](CCCC1=O)NC(C1=CC(=CC(=C1)C(F)(F)F)F)=O